Cl.Cl.ClC=1C=C(C=CC1)C1=CC=CC=2N(C=NC21)CCC[C@H]2NCCC[C@@H]2O (2R,3S)-2-(3-(4-(3-chlorophenyl)-1H-benzo[d]imidazol-1-yl)propyl)piperidin-3-ol dihydrochloride